CC(C(=O)O)(C)C1=C(C=CC(=C1)CCN[C@@H]([C@H]1CNC2=C(N1)N=CC=C2)C2=CC=CC=C2)C 2-methyl-2-(2-methyl-5-(2-(((R)-phenyl((R)-1,2,3,4-tetrahydropyrido[2,3-b]pyrazin-3-yl)methyl)amino)ethyl)phenyl)propanoic acid